N1(CCCCC1)C1CCN(CC1)C1=C(C=NC2=CC=C(C=C12)OC(F)(F)F)S(=O)(=O)C1=CC(=C(C=C1)OC)OC 4-([1,4'-bipiperidin]-1'-yl)-3-((3,4-dimethoxyphenyl)sulfonyl)-6-(trifluoromethoxy)quinoline